COC(=O)C=1C=C2C(C=COC2=CC1)=O 4-oxo-4H-chromen-6-carboxylic acid methyl ester